[Si](C)(C)(C(C)(C)C)O[C@H](C)C1=C2N=C3C=CC=C(C3=NC2=CC=C1)C(=O)O (R)-6-(1-((Tert-butyldimethylsilyl)oxy)ethyl)phenazine-1-carboxylic acid